tert-Butyl (3aR,5S,6aS)-5-(1,3-dioxoisoindolin-2-yl)-3a-methylhexahydrocyclopenta[c]pyrrole-2(1H)-carboxylate O=C1N(C(C2=CC=CC=C12)=O)[C@@H]1C[C@@]2([C@@H](CN(C2)C(=O)OC(C)(C)C)C1)C